COC[C@@H](CC1=CC=CC=C1)C |r| (+-)-(3-methoxy-2-methylpropyl)benzene